N[C@H](COC=1C(=CC(=NC1)C)C1=CC=2N(C=C1)N=C(C2)NC(=O)C2CC2)C2=CC=CC=C2 N-[5-[5-[(2S)-2-amino-2-phenyl-ethoxy]-2-methyl-4-pyridyl]pyrazolo[1,5-a]pyridin-2-yl]cyclopropanecarboxamide